3-(3-bromothiophen-2-yl)propionic acid BrC1=C(SC=C1)CCC(=O)O